tert-butyl N-[2-(6-chloropyrazolo[3,4-d]pyrimidin-1-yl)ethyl]carbamate ClC1=NC=C2C(=N1)N(N=C2)CCNC(OC(C)(C)C)=O